1-(1-(4-methyl-6-((1R,5S)-2-oxo-3-azabicyclo[3.1.0]hexan-3-yl)pyridin-3-yl)cyclopropyl)-1H-pyrazole-4-carboxylic acid CC1=C(C=NC(=C1)N1C([C@@H]2C[C@@H]2C1)=O)C1(CC1)N1N=CC(=C1)C(=O)O